OC[C@@H]1CCC(N1)=O (S)-5-hydroxymethyl-2-pyrrolidone